BrC=1C(=C(C=CC1)C(CCCC(CN(C(OCC1=CC=CC=C1)=O)C)(C)C)C(CCl)=O)F benzyl (6-(3-bromo-2-fluorophenyl)-8-chloro-2,2-dimethyl-7-oxooctyl)(methyl)carbamate